[SeH-].[K+] potassium hydroselenide